C(C)(C)(C)C=1C(=C(C=C(C1)C)CCC(=O)[O-])O 3-(5-tert-butyl-4-hydroxy-m-tolyl)propionate